2-(2-chloro-6-fluoro-phenyl)oxazole-5-carboxylic acid ClC1=C(C(=CC=C1)F)C=1OC(=CN1)C(=O)O